3-(2-amino-7-oxo-7,8-dihydropyrido[4,3-d]pyrimidin-6(5H)-yl)-N-[4-fluoro-3-(trifluoromethoxy)phenyl]-4-methylbenzamide NC=1N=CC2=C(N1)CC(N(C2)C=2C=C(C(=O)NC1=CC(=C(C=C1)F)OC(F)(F)F)C=CC2C)=O